(S)-(6,7-dichloro-1-methyl-1,3,4,5-tetrahydro-2H-pyrido[4,3-b]indol-2-yl)(5-(methylamino)-1H-imidazol-2-yl)methanone ClC1=C(C=CC=2C3=C(NC12)CCN([C@H]3C)C(=O)C=3NC(=CN3)NC)Cl